FS(=N)F.CC1=CCN(C=C1)CCCC 4-methyl-N-butylpyridine-difluorosulfimide salt